N-(3-bromo-2-methyl-phenyl)-5-vinyl-pyridine-2-carboxamide BrC=1C(=C(C=CC1)NC(=O)C1=NC=C(C=C1)C=C)C